P(=O)(O)(O)O.CN1CN(C=C1)CCC 1-methyl-3-propylimidazole dihydrogen phosphate